N-methyl-N-(pyridin-4-ylmethyl)-1H-imidazole-4-carboxamide CN(C(=O)C=1N=CNC1)CC1=CC=NC=C1